N1=C2C(=NC=C1)N=CC(=C2)C=2C=CN1N=C(N=CC12)NC1CC2(CNC2)C1 5-(pyrido[2,3-b]pyrazin-7-yl)-N-(2-azaspiro[3.3]heptan-6-yl)pyrrolo[2,1-f][1,2,4]triazin-2-amine